(S)-2-(9H-fluoren-9-ylmethoxycarbonylamino)-glutaric acid 1-tert-butyl ester C(C)(C)(C)OC([C@H](CCC(=O)O)NC(=O)OCC1C2=CC=CC=C2C=2C=CC=CC12)=O